di(3-chloro-2-hydroxypropyl) disulfide ClCC(CSSCC(CCl)O)O